C(=O)(C=C)C(=CC=C)[N+](=O)[O-] Acrylnitryl-Buta-dien